4-bromo-1-methyl-3,5-dinitropyrazole BrC=1C(=NN(C1[N+](=O)[O-])C)[N+](=O)[O-]